4-(2-((5-methyl-6-neopentyl-6H-pyrido[4,3-b]carbazol-9-yl)oxy)ethyl)morpholine CC1=C2C(=CC=3C=4C=C(C=CC4N(C13)CC(C)(C)C)OCCN1CCOCC1)C=NC=C2